C(#N)C1=C(C2=C(S1)C=CC=C2)CCNC2=CC(=NC=N2)C2=CC(=C(C=C2)CC(=O)O)OC (4-{6-[2-(2-Cyano-benzo[b]thiophen-3-yl)-ethylamino]-pyrimidin-4-yl}-2-methoxyphenyl)-acetic acid